1,4-Dimethyl-2-(4-(methylsulfonyl)phenyl)-1H-pyrrolo[3,2-c]pyridin CN1C(=CC=2C(=NC=CC21)C)C2=CC=C(C=C2)S(=O)(=O)C